C1C(CC2=CC=CC=C12)NC1=NC=C(C=N1)/C=C/C(=O)O (E)-3-(2-((2,3-dihydro-1H-inden-2-yl)amino)pyrimidin-5-yl)acrylic acid